P(=O)(OCCC(C(C(C(C(F)(F)F)(F)F)(F)F)(F)F)(F)F)([O-])[O-] 2-(perfluoro pentyl)ethyl phosphate